(S)-1-(7-chloro-5-(pyrrolidine-2-yl)-3,4-dihydroisoquinolin-2(1H)-yl)ethan-1-one ClC1=CC(=C2CCN(CC2=C1)C(C)=O)[C@H]1NCCC1